FC(C1=NN(C(=C1)C(F)(F)F)CC(=O)O)(F)F 2-(3,5-bis(trifluoromethyl)-1H-pyrazol-1-yl)acetic acid